The molecule is the conjugate base of uracil-5-carboxylic acid; major species at pH 7.3. It is a conjugate base of a uracil-5-carboxylic acid. C1=C(C(=O)NC(=O)N1)C(=O)[O-]